1-(3-{4-chloro-5-ethyl-7H-pyrrolo[2,3-b]pyridin-3-yl}phenyl)-1,3-diazinan-2-one ClC1=C2C(NC=C1CC)=NC=C2C=2C=C(C=CC2)N2C(NCCC2)=O